C(C)N1C(=NC2=CC=C(C(=C2C1=O)F)F)C(CCC)N1CCN(CCC1)CC 3-ethyl-2-(1-(4-ethyl-1,4-diazepan-1-yl)butyl)-5,6-difluoroquinazolin-4(3H)-one